C(C)(=O)[C@]1([C@]2([C@]34C=5C(=C(C=CC5C[C@H]([C@@H]3C=C1)N(C)CC4)O)O2)C(C)=O)O diacetyl-morphine